NC=1C=2N(C3=CC(=C(C=C3N1)F)C(=O)N([C@@H]1COC3=C1C=CC(=C3)C=3N=CSC3)C)C=NC2 (S)-4-amino-7-fluoro-N-methyl-N-(6-(thiazol-4-yl)-2,3-dihydrobenzo-furan-3-yl)imidazo[1,5-a]quinoxaline-8-carboxamide